5-(1-(4-((5-Chloro-4-((2-(isopropylsulfonyl)phenyl)amino)pyrimidin-2-yl)amino)-5-methoxy-2-methylphenethyl)-4-hydroxypiperidin-4-yl)-2-(2,6-dioxopiperidin-3-yl)isoindoline-1,3-dione ClC=1C(=NC(=NC1)NC1=CC(=C(CCN2CCC(CC2)(O)C=2C=C3C(N(C(C3=CC2)=O)C2C(NC(CC2)=O)=O)=O)C=C1OC)C)NC1=C(C=CC=C1)S(=O)(=O)C(C)C